(R)-5-(3-((tert-butoxycarbonyl)(cyclopropyl)amino)pyrrolidin-1-yl)pyrazine-2-carboxylate lithium salt [Li+].C(C)(C)(C)OC(=O)N([C@H]1CN(CC1)C=1N=CC(=NC1)C(=O)[O-])C1CC1